C1(CC1)C=1N=NN(C1)[C@H](C(=O)N1[C@@H](C[C@H](C1)O)C(=O)NCC1=NC=2C(=NC=CC2)N1C)C(C)(C)C (2S,4r)-1-[(2S)-2-(4-cyclopropyl-triazol-1-yl)-3,3-dimethyl-butyryl]-4-hydroxy-N-[(3-methylimidazo[4,5-b]pyridin-2-yl)methyl]pyrrolidine-2-carboxamide